1,4-bis(9,9-dimethyl-9H-fluoren-2-yl)benzene CC1(C2=CC=CC=C2C=2C=CC(=CC12)C1=CC=C(C=C1)C1=CC=2C(C3=CC=CC=C3C2C=C1)(C)C)C